tert-butyl rac-(3S)-3-amino-4-oxo-4-[[rac-(1S)-1-[[4-[4-(4-azidobutoxy)-2-ethyl-phenyl]phenyl]methyl]-2-[bis[[3,4,5-tri(docosoxy)phenyl]methyl]amino]-2-oxo-ethyl]amino]butanoate N[C@@H](CC(=O)OC(C)(C)C)C(N[C@H](C(=O)N(CC1=CC(=C(C(=C1)OCCCCCCCCCCCCCCCCCCCCCC)OCCCCCCCCCCCCCCCCCCCCCC)OCCCCCCCCCCCCCCCCCCCCCC)CC1=CC(=C(C(=C1)OCCCCCCCCCCCCCCCCCCCCCC)OCCCCCCCCCCCCCCCCCCCCCC)OCCCCCCCCCCCCCCCCCCCCCC)CC1=CC=C(C=C1)C1=C(C=C(C=C1)OCCCCN=[N+]=[N-])CC)=O |r|